2-ethyl-cumyl alcohol C(C)C1=C(C(C)(C)O)C=CC=C1